7-((4-Fluorobenzyl)oxy)-3,4-dihydroisoquinoline-2(1H)-carboxylic acid tert-butyl ester C(C)(C)(C)OC(=O)N1CC2=CC(=CC=C2CC1)OCC1=CC=C(C=C1)F